O=C1N(CCC1)C1=CC=C(C=C1)C=1C=C(C=NC1)C1=CC=NC2=C1C=C1N2CCN(C1=O)C1=NC=CC=C1 4-(5-(4-(2-oxopyrrolidin-1-yl)phenyl)pyridin-3-yl)-7-(pyridin-2-yl)-8,9-dihydropyrido[3',2':4,5]pyrrolo[1,2-a]pyrazin-6(7H)-one